Benzyl tert-butyl ((2S,3R)-2-(2-cyclopropyl-4-hydroxybutyl)butane-1,3-diyl)dicarbamate C1(CC1)C(C[C@@H](CNC(OCC1=CC=CC=C1)=O)[C@@H](C)NC(OC(C)(C)C)=O)CCO